5-[3-(1H-imidazol-5-yl)-6-methoxyimidazo[1,2-a]pyrimidin-2-yl]-3-(trifluoromethyl)-1H-1,2,4-triazole N1C=NC=C1C1=C(N=C2N1C=C(C=N2)OC)C2=NC(=NN2)C(F)(F)F